CN1C(=NC2=C1C=CC=C2)C 1,2-dimethyl-1H-benzo[d]imidazol